COC=1C=C2[C@]3(C(NC2=CC1)=O)[C@@H](C3)C3=CC=C1C(=NNC1=C3)NC3=NC=NC(=C3)N3CCOCCC3 (1R,2S)-5'-methoxy-2-(3-{[6-(1,4-oxazepan-4-yl)pyrimidin-4-yl]amino}-1H-indazol-6-yl)spiro[cyclopropane-1,3'-indol]-2'(1'H)-one